8-(m-tolyl)-2,3,4,5-tetrahydro-1H-pyrido[4,3-b]indole hydrochloride Cl.C1(=CC(=CC=C1)C1=CC=2C3=C(NC2C=C1)CCNC3)C